N-cyclopropyl-2-(difluoromethoxy)-4-[7-[(4-isopropylmorpholin-3-yl)methoxy]imidazo[1,2-a]pyridin-3-yl]-6-methoxy-benzamide C1(CC1)NC(C1=C(C=C(C=C1OC)C1=CN=C2N1C=CC(=C2)OCC2N(CCOC2)C(C)C)OC(F)F)=O